(S)-N-(1-(1-(2,6-dichlorophenyl)ethyl)-1H-pyrazol-4-yl)-5-(furan-2-yl)isoxazole-3-carboxamide ClC1=C(C(=CC=C1)Cl)[C@H](C)N1N=CC(=C1)NC(=O)C1=NOC(=C1)C=1OC=CC1